(2R,3R,4S,5R)-2-(2-chloro-6-(1'H-spiro[cyclohexane-1,4'-isoquinoline]-2'(3'H)-yl)-9H-purin-9-yl)-5-(hydroxymethyl)tetrahydrofuran-3,4-diol ClC1=NC(=C2N=CN(C2=N1)[C@@H]1O[C@@H]([C@H]([C@H]1O)O)CO)N1CC2=CC=CC=C2C2(C1)CCCCC2